6-bromo-4-methoxypyrazolo[1,5-a]pyridine BrC=1C=C(C=2N(C1)N=CC2)OC